[Co].C(C)(C)NC(CC)=NC(C)C.C(C)(C)NC(CC)=NC(C)C bis(N,N'-diisopropylpropionamidine) cobalt